OC1CCC(CC1)NC1=NC=C(C(=N1)N[C@H]1COCCC1)C(=O)N 2-((1r,4R)-4-hydroxycyclohexylamino)-4-((R)-tetrahydro-2H-pyran-3-ylamino)pyrimidine-5-carboxamide